4-piperidone trifluoroacetate salt FC(C(=O)O)(F)F.N1CCC(CC1)=O